2,2'-(thiodimethylene)-difuran S(CC=1OC=CC1)CC=1OC=CC1